indolin-2-ylmethanol N1C(CC2=CC=CC=C12)CO